N-(7-((2R,3R,4S,5R)-2-cyano-3,4-dihydroxy-5-(hydroxymethyl)tetrahydrofuran-2-yl)pyrrolo[2,1-f][1,2,4]triazin-4-yl)butyramide C(#N)[C@]1(O[C@@H]([C@H]([C@H]1O)O)CO)C1=CC=C2C(=NC=NN21)NC(CCC)=O